phenyl-2-(tert-butyloxycarbonyl)aminopropionic acid C1(=CC=CC=C1)C(C(=O)O)(C)NC(=O)OC(C)(C)C